NC=1C2=C(N=C(N1)C)C=C(C(=N2)C=2C=C(C=CC2)C#C[C@]2(C(N(CC2)C)=O)O)C (R)-3-((3-(4-Amino-2,7-dimethylpyrido[3,2-d]pyrimidin-6-yl)phenyl)ethynyl)-3-hydroxy-1-methylpyrrolidin-2-one